C(C)(C)(C)OC(NC12CCC(CC1)(C2)N)=O (4-aminobicyclo[2.2.1]hept-1-yl)carbamic acid tert-butyl ester